[C@H](C)(CC)OC1=C(C(=O)O)C=CC(=C1)OC (S)-2-(sec-butoxy)-4-methoxybenzoic acid